C(C)(=O)N[C@@H](CCCCNC(=O)OCC[Si](C)(C)C)C(=O)O N2-Acetyl-N6-{[2-(trimethylsilyl)ethoxy]carbonyl}-L-lysine